6-(2-hydroxy-2-methylpropoxy)-4-(6-(6-(6-methoxynicotinoyl)-3,6-diazabicyclo[3.1.1]heptan-3-yl)pyridin-3-yl)pyrazolo[1,5-a]pyridine-3-carbonitrile OC(COC=1C=C(C=2N(C1)N=CC2C#N)C=2C=NC(=CC2)N2CC1N(C(C2)C1)C(C1=CN=C(C=C1)OC)=O)(C)C